COC=1C(=CC2=CN(N=C2C1C)C)C=1SC=2C(N1)=CN(N2)C2CCN(CC2)C(=O)OC(C)(C)C tert-butyl 4-(5-(6-methoxy-2,7-dimethyl-2H-indazol-5-yl)-2H-pyrazolo[4,3-d]thiazol-2-yl)piperidine-1-carboxylate